4-ethyl-2-methoxy-5-(4,4,5,5-tetramethyl-1,3,2-dioxaborolan-2-yl)pyridine C(C)C1=CC(=NC=C1B1OC(C(O1)(C)C)(C)C)OC